4-{[6-amino-8-bromo-2-(2-methoxyethoxy)-9H-purin-9-yl]methyl}benzonitrile NC1=C2N=C(N(C2=NC(=N1)OCCOC)CC1=CC=C(C#N)C=C1)Br